CC1=NC=C(C=C1NC(=O)NC1CC2(CN(C2)C(=O)C=2C=NN3C2SC=C3)C1)C(F)(F)F 1-(2-methyl-5-(trifluoromethyl)pyridin-3-yl)-3-(2-(pyrazolo[5,1-b]thiazole-7-carbonyl)-2-azaspiro[3.3]heptan-6-yl)urea